C(=O)(O)CCC[N+](CCCS(=O)(=O)[O-])(CCCS(=O)(=O)O)CCCS(=O)(=O)O 3-((3-carboxypropyl)bis(3-sulfopropyl)ammonio)propane-1-sulfonate